tert-butyl 4-[[2-(2,6-dioxo-3-piperidyl)-3-oxo-isoindolin-5-yl]methylcarbamoylamino]pyrazole-1-carboxylate O=C1NC(CCC1N1CC2=CC=C(C=C2C1=O)CNC(=O)NC=1C=NN(C1)C(=O)OC(C)(C)C)=O